3-((5-Bromo-2-fluorophenyl)amino)propanoic acid BrC=1C=CC(=C(C1)NCCC(=O)O)F